[Ca].[V] vanadium-calcium salt